CNCCCC[C@@H](CN1C(C2=CC=3C(=NC=CC3N2CC1)OCC(F)(F)F)=O)NC1=NC=CC2=CC=C(C=C12)C1=NOC(=N1)C 11-[(2S)-6-(methylamino)-2-[[7-(5-methyl-1,2,4-oxadiazol-3-yl)-1-isoquinolyl]amino]hexyl]-6-(2,2,2-trifluoroethoxy)-1,5,11-triazatricyclo[7.4.0.02,7]trideca-2(7),3,5,8-tetraen-10-one